5-Ethylthioindole C(C)SC=1C=C2C=CNC2=CC1